N[C@H](C(=O)N1[C@@H](CCC1)C(=O)O)C(C)(C)C (2S)-1-[(2S)-2-amino-3,3-dimethyl-butanoyl]pyrrolidine-2-carboxylic acid